IC=1C=CC(=NC1)OC=1C=C(C#N)C=CC1 3-((5-iodopyridin-2-yl)oxy)benzonitrile